tert-butyl N-[(tert-butoxy)carbonyl]-N-{6-ethenyl-7-methyl-5-[4-(pyrrolidine-1-carbonyl)phenyl]-7H-pyrrolo[2,3-d]pyrimidin-4-yl}carbamate C(C)(C)(C)OC(=O)N(C(OC(C)(C)C)=O)C=1C2=C(N=CN1)N(C(=C2C2=CC=C(C=C2)C(=O)N2CCCC2)C=C)C